(S)-1-(oxetan-2-ylmethyl)-2-((4-(6-(thiazol-2-ylmethoxy)pyridin-2-yl)piperidin-1-yl)methyl)-1H-benzo[d]imidazole-6-carboxylic acid O1[C@@H](CC1)CN1C(=NC2=C1C=C(C=C2)C(=O)O)CN2CCC(CC2)C2=NC(=CC=C2)OCC=2SC=CN2